NC1=C2N=CN(C2=NC=N1)C1OC(CC1N[C@@H](C(C)C)C(=O)O)CO 2-(6-amino-9H-purin-9-yl)-5-(hydroxymethyl)tetrahydrofuran-3-ylvaline